PYRIDINYLAMIDE N1=C(C=CC=C1)[NH-]